phosphorous diamide (phosphorodiamidite) P(O)(N)N.P(N)(N)O